NC1=C(C=CC=C1)NC(CC(=O)NC1=C(C=CC=C1)N)=O N,N'-bis(2-aminophenyl)malonamide